O=C1N(CC2=C1N(C=C2S(=O)(=O)N)S(=O)(=O)C2=CC=C(C)C=C2)CCC 6-oxo-5-propyl-1-tosyl-1,4,5,6-tetrahydropyrrolo[3,4-b]pyrrole-3-sulfonamide